C[Si](CCOCN1C=CC2=C1N=CN=C2)(C)C 7-((2-(trimethylsilyl)ethoxy)methyl)-7H-pyrrolo[2,3-d]pyrimidine